C(C)C(CC)NC=1C=C(C=2N(N1)C(=NN2)C2=CC=NC=C2)NCC2=NC=CC=C2 N6-(1-ethylpropyl)-3-(4-pyridyl)-N8-(2-pyridylmethyl)-[1,2,4]triazolo[4,3-b]pyridazine-6,8-diamine